COC1=CC(=C(C=C1NC1=NC=NC(=C1)N1OCC[C@@H]1C1=CC(=CC=C1)C(F)(F)F)NC(C=C)=O)N1CCC(CC1)N1CCC(CC1)N1CCN(CC1)C (R)-N-(4-methoxy-2-(4-(4-methylpiperazin-1-yl)-[1,4'-bipiperidin]-1'-yl)-5-((6-(3-(3-(trifluoromethyl)phenyl)isoxazolidin-2-yl)pyrimidin-4-yl)amino)phenyl)acrylamide